CC1=C(C(=CC=C1)C(F)(F)F)COC=1C=NC(=NC1)N1CC(OCC1)CO [4-(5-{[2-methyl-6-(trifluoromethyl)phenyl]methoxy}pyrimidin-2-yl)morpholin-2-yl]methanol